tert-butyl (3-((5-((2-((1-(benzyloxy)hexan-3-yl)oxy)-4-(bis(2,4-dimethoxybenzyl)amino)imidazo[2,1-f][1,2,4]triazin-7-yl)(hydroxy)methyl)pyridin-2-yl)oxy)propyl)(methyl)carbamate C(C1=CC=CC=C1)OCCC(CCC)OC1=NN2C(C(=N1)N(CC1=C(C=C(C=C1)OC)OC)CC1=C(C=C(C=C1)OC)OC)=NC=C2C(C=2C=CC(=NC2)OCCCN(C(OC(C)(C)C)=O)C)O